1-(5-(((2S,4R)-1-((4,4-difluorocyclohexyl)methyl)-2-methylpiperidin-4-yl)methyl)benzo[d]isoxazol-3-yl)dihydropyrimidine-2,4(1H,3H)-dione FC1(CCC(CC1)CN1[C@H](C[C@@H](CC1)CC=1C=CC2=C(C(=NO2)N2C(NC(CC2)=O)=O)C1)C)F